N-[3-(fluoromethyl)phenyl]-7-methoxy-2-tetrahydropyran-4-yl-imidazo[1,2-a]pyridine-6-carboxamide FCC=1C=C(C=CC1)NC(=O)C=1C(=CC=2N(C1)C=C(N2)C2CCOCC2)OC